2-[6-[4-(2,6-diazaspiro[3.3]heptane-2-yl)phenyl]-7-fluoro-indazol-2-yl]-2-(6,7-dihydro-5H-pyrrolo[1,2-c]imidazol-1-yl)-N-thiazol-2-yl-acetamide trifluoroacetate FC(C(=O)O)(F)F.C1N(CC12CNC2)C2=CC=C(C=C2)C=2C=CC1=CN(N=C1C2F)C(C(=O)NC=2SC=CN2)C2=C1N(C=N2)CCC1